COC=1C=C(C=C(C1CCCCC)OC)CCN 2-(3,5-dimethoxy-4-pentylphenyl)ethanamine